OCCNC(O[C@@H]1CC[C@H](CC1)C(N(C[C@@H]1CC[C@H](CC1)C1=NC(=C(C=C1)OC)C)C1=NC=CC(=C1)C=1N=C(OC1)C1CC1)=O)=O trans-4-((4-(2-Cyclopropyloxazol-4-yl)pyridine-2-yl) ((trans-4-(5-methoxy-6-methylpyridin-2-yl)cyclohexyl)methyl)-carbamoyl)cyclohexyl (2-hydroxyethyl)-carbamate